C1(CC1)C(=O)N1CCN(CC1)C(=O)C=1C=NC2=CC=C(C=C2C1N1CCN(CC1)C(C)=O)F 1-(4-(3-(4-(cyclopropanecarbonyl)piperazine-1-carbonyl)-6-fluoroquinolin-4-yl)piperazin-1-yl)ethanone